4-carbamoyl-2-{4-[4-(2,2,3,3,4,4,5,5,6,6-decadeutero-piperidin-1-ylmethyl)-benzyloxy]-1-oxo-1,3-dihydro-isoindol-2-yl}-butyric acid tert-butyl ester C(C)(C)(C)OC(C(CCC(N)=O)N1C(C2=CC=CC(=C2C1)OCC1=CC=C(C=C1)CN1C(C(C(C(C1([2H])[2H])([2H])[2H])([2H])[2H])([2H])[2H])([2H])[2H])=O)=O